C(C)(C)(C)OC(=O)NC(CCCCNC(OC(C)(C)C)=O)C(NC1=C(C=CC(=C1)NCC1=CC=C(C=C1)F)NC(=O)OCC)=O tert-butyl N-(5-{[(tert-butoxy)carbonyl]amino}-5-({2-[(ethoxycarbonyl) amino]-5-{[(4-fluorophenyl)methyl]amino}phenyl}carbamoyl) pentyl)carbamate